4-tert-butyl-2-(alpha-methylbenzyl)phenol C(C)(C)(C)C1=CC(=C(C=C1)O)C(C1=CC=CC=C1)C